BrC1=NN(C(=N1)OC1=CC(=C(C=C1)F)C(F)(F)F)CC(F)(F)F 3-bromo-5-(4-fluoro-3-(trifluoromethyl)phenoxy)-1-(2,2,2-trifluoroethyl)-1H-1,2,4-triazole